methyl 4-{[(5-{4-[(1-methylpiperidin-4-yl)amino]-1-(2,2,2-trifluoroethyl)-1H-indol-2-yl}-1,3,4-thiadiazol-2-yl)methyl]carbamoyl}benzoate CN1CCC(CC1)NC1=C2C=C(N(C2=CC=C1)CC(F)(F)F)C1=NN=C(S1)CNC(=O)C1=CC=C(C(=O)OC)C=C1